Cl.C1N(CC2=CC=CC=C12)CC1=CC=C(C=2S(CCC21)(=O)=O)OCC2CCNCC2 4-(isoindolin-2-ylmethyl)-7-(piperidin-4-ylmethoxy)-2,3-dihydrobenzo[b]thiophene 1,1-dioxide hydrochloride